C(#N)C1(CCN(CC1)C(=O)OC(C)(C)C)C=1SC=CC1 tert-butyl 4-cyano-4-(thiophen-2-yl)piperidine-1-carboxylate